CC1(OB(OC1(C)C)C=1C=NC=CC1C#N)C 3-(4,4,5,5-tetramethyl-1,3,2-dioxaborolan-2-yl)pyridine-4-carbonitrile